C(=O)(O)\C=C/C(=O)N(C)CC(CN(C(=O)\C=C/C(=O)O)C)O (2Z)-3-({3-[(2Z)-3-carboxy-N-methylprop-2-enamido]-2-hydroxypropyl}(methyl)carbamoyl)prop-2-enoic acid